C(C)OC(=O)N1C[C@H](CC1)N1N=C(C2=CC(=CC=C12)C1=C2C=CN=C(C2=CC=C1)N)COC1=C(C(=CC=C1)C)CC(=O)OCC (S)-3-(5-(1-aminoisoquinolin-5-yl)-3-((2-(2-ethoxy-2-oxoethyl)-3-methylphenoxy)methyl)-1H-indazol-1-yl)pyrrolidine-1-carboxylic acid ethyl ester